NCCCC1=NN(C=C1)C=1C(=C(C#N)C=CC1)C(F)(F)F (3-(3-aminopropyl)-1H-pyrazol-1-yl)-2-trifluoromethyl-benzonitrile